FC1(CCC(CC1)N1C(C(=CC=C1)NC(OC(C)(C)C)=O)=O)F tert-butyl (1-(4,4-difluorocyclohexyl)-2-oxo-1,2-dihydropyridin-3-yl)carbamate